4-(3-(5-chloro-7-hydroxy-3,3-dimethyl-2-oxoindolin-1-yl)-2-oxopyridin-1(2H)-yl)butanoic acid ClC=1C=C2C(C(N(C2=C(C1)O)C=1C(N(C=CC1)CCCC(=O)O)=O)=O)(C)C